C(#N)C1=C(C=C(C=N1)N1C(N(C2(CCC2)C1=O)C1=CC(=C(C(=O)OC)C=C1)F)=S)C(F)(F)F methyl 4-(7-(6-cyano-5-(trifluoromethyl)pyridin-3-yl)-8-oxo-6-thioxo-5,7-diazaspiro[3.4]octan-5-yl)-2-fluorobenzoate